C1CC(=O)N(C1=O)OC(=O)CCSSCCC(=O)ON2C(=O)CCC2=O 3,3'-dithiodipropionic acid bis(N-succinimidyl ester)